ethyl (2S)-2-[4-chloro-5-fluoro-2-(4-butoxy-4,5-dihydroisoxazol-3-yl)phenoxy]propanoate ClC1=CC(=C(O[C@H](C(=O)OCC)C)C=C1F)C1=NOCC1OCCCC